S(=O)(=O)(O)C(C)=CC 2-sulfo-2-butene